BrC1=CN(C=2N=CN=C(C21)Cl)[C@@H]2C[C@@H]([C@@H]1[C@H]2OC(O1)(C)C)C(=O)OC Methyl (3aR,4S,6R,6aS)-6-{5-bromo-4-chloropyrrolo[2,3-d]pyrimidin-7-yl}-2,2-dimethyl-tetrahydro-3aH-cyclopenta[d][1,3]dioxole-4-carboxylate